C(C1=CC=CC=C1)C=1NC(=NN1)C(=O)NC1C(N(C=2C=CC=C3C(=CN(C23)C1)Br)C)=O 5-benzyl-N-(7-bromo-1-methyl-2-oxo-1,2,3,4-tetrahydro-[1,4]diazepino[3,2,1-hi]indol-3-yl)-4H-1,2,4-triazole-3-carboxamide